C[Si](C)(C)CCCSSSSC=1SC2=C(N1)C=CC=C2 dimethylmethylsilylpropylbenzothiazolyl tetrasulfide